C(C)NCO[Si](OC)(OC)CC(C)C N-ethyl-aminoisobutyltrimethoxysilane